1-[9-(4-chlorophenyl)-2-[2-hydroxyethyl(methyl)amino]-8-(3-methylimidazol-4-yl)purin-6-yl]-4-methyl-piperidine-4-carboxamide ClC1=CC=C(C=C1)N1C2=NC(=NC(=C2N=C1C=1N(C=NC1)C)N1CCC(CC1)(C(=O)N)C)N(C)CCO